(4-(benzylamino)-5,5-dimethyl-7-(4-morpholinophenyl)-6,7-dihydro-5H-pyrrolo[2,3-d]pyrimidin-2-yl)methanol C(C1=CC=CC=C1)NC=1C2=C(N=C(N1)CO)N(CC2(C)C)C2=CC=C(C=C2)N2CCOCC2